CN(C)C1=NN2C(N=CC=C2)=C1C(=O)O (dimethylamino)pyrazolo[1,5-a]pyrimidine-3-carboxylic acid